NC1=NN(C(=C1)C)CCC#N 3-(3-amino-5-methyl-pyrazol-1-yl)propanenitrile